5-amino-N3-(5-(2-(4-fluorophenyl)acetylamino)pyridin-3-yl)-1-isopropyl-1H-pyrazole-3,4-dicarboxamide NC1=C(C(=NN1C(C)C)C(=O)NC=1C=NC=C(C1)NC(CC1=CC=C(C=C1)F)=O)C(=O)N